C(C)(=O)O[C@H]1[C@@H](O[C@H]([C@@H]([C@H]1OC(C)=O)OC(C)=O)C)O[C@H]1[C@H](O[C@@H]([C@H]([C@@H]1O)O)CO)OC (2S,3R,4R,5S,6S)-2-(((2S,3R,4S,5S,6R)-4,5-dihydroxy-6-(hydroxymethyl)-2-methoxytetrahydro-2H-pyran-3-yl) oxy)-6-methyltetrahydro-2H-pyran-3,4,5-triyl triacetate